[Li].CC1=NC(=C2N1C=CC=N2)C(=O)O 6-methylimidazo[1,5-a]pyrimidine-8-carboxylic acid lithium